NC1=CN=NN2C1=CC=C2[C@]2([C@@H](C[C@@H](O2)COC2=C(OP(=O)=N[C@H](C(=O)O)C)C=CC=C2)O)C#N (2S)-2-[(2R,3S,4R,5R)-[5-(4-aminopyrrolo[2,1-f]triazin-7-yl)-5-cyano-4-hydroxy-tetrahydrofuran-2-ylmethoxy]phenoxy-(S)-phosphorylamino]propionic acid